C(C(=C)C)(=O)OC1CCN(CC1)C(=O)O 4-(methacryloyloxy)piperidin-1-carboxylic acid